CN1N=C2C(=CC(=CC2=C1C)C=1C(=CC(=C(C1)NC(=O)N1C[C@@H](CC1)CC(F)(F)F)F)C)N1CCOCC1 (S)-N-(5-(2,3-dimethyl-7-morpholino-2H-indazol-5-yl)-2-fluoro-4-methylphenyl)-3-(2,2,2-trifluoroethyl)pyrrolidine-1-carboxamide